5-bromo-2-(3,3-difluorocyclobutyl)-4-[4-(trifluoromethyl)cyclohexyl]pyrimidine BrC=1C(=NC(=NC1)C1CC(C1)(F)F)C1CCC(CC1)C(F)(F)F